(9H-fluoren-9-yl)methyl (R)-(5-((1-amino-2-methyl-1-oxopropan-2-yl)amino)-5-oxo-4-(2-phenylacetamido)pentyl)carbamate NC(C(C)(C)NC([C@@H](CCCNC(OCC1C2=CC=CC=C2C=2C=CC=CC12)=O)NC(CC1=CC=CC=C1)=O)=O)=O